9-hydroxy-fluorene-3-carboxylic acid OC1C2=CC=CC=C2C=2C=C(C=CC12)C(=O)O